C1(CC1)C1=C(C=C(C(=C1)I)C)N(C(C#CC)=O)C1=CC=C2C(=N1)C(=NN2C)O[C@H]2CC([C@@H](CC2)C(=O)O)(C)C (1R,4R)-4-((5-(N-(2-cyclopropyl-4-iodo-5-methylphenyl)but-2-ynamido)-1-methyl-1H-pyrazolo[4,3-b]pyridin-3-yl)oxy)-2,2-dimethylcyclohexane-1-carboxylic acid